2-chloro-N-(3-((6-((2-methoxybenzyl)amino)pyrimidin-4-yl)oxy)phenyl)acetamide ClCC(=O)NC1=CC(=CC=C1)OC1=NC=NC(=C1)NCC1=C(C=CC=C1)OC